COC1=C(C=CC=C1)N(C1=CC=CC=C1)C(C)=O N-(2-methoxyphenyl)acetanilide